SCCC[Si](O)(O)O mercaptopropyl-trihydroxysilane